5,7-di-tert-butyl-2-phenethylbenzo[d]oxazole C(C)(C)(C)C=1C=C(C2=C(N=C(O2)CCC2=CC=CC=C2)C1)C(C)(C)C